COC1=CC=C(CN(S(=O)(=O)[C@H](C)C=C)CC2=CC=C(C=C2)OC)C=C1 (R)-N,N-BIS(4-METHOXYBENZYL)BUT-3-ENE-2-SULFONAMIDE